(1r,3R,5'S,7a'R)-5'-phenyl-3-[(pyrrolo[2,1-f][1,2,4]triazin-4-yl)oxy]tetrahydro-3'H-spiro[cyclobutane-1,2'-pyrrolo[2,1-b][1,3]oxazol]-3'-one C1(=CC=CC=C1)[C@@H]1CC[C@H]2OC3(C(N21)=O)CC(C3)OC3=NC=NN2C3=CC=C2